2-bromo-1-(6-bromo-1-tosyl-1H-indol-3-yl)ethan-1-one BrCC(=O)C1=CN(C2=CC(=CC=C12)Br)S(=O)(=O)C1=CC=C(C)C=C1